Phenyl benzimidazoleTetrasulfonate N1=C(NC2=C1C=C(C(=C2S(=O)(=O)[O-])S(=O)(=O)[O-])S(=O)(=O)[O-])S(=O)(=O)OC2=CC=CC=C2